5-(pentafluoro-λ6-sulfanyl)-N-(1-{4-[3-(propan-2-yl)-[1,2,4]triazolo[4,3-a]pyridin-6-yl]benzenesulfonyl}piperidin-4-yl)pyridin-2-amine FS(C=1C=CC(=NC1)NC1CCN(CC1)S(=O)(=O)C1=CC=C(C=C1)C=1C=CC=2N(C1)C(=NN2)C(C)C)(F)(F)(F)F